19-(oxan-2-yl)-8-oxa-10,19,20-triazatetracyclo[13.5.2.12,5.018,21]tricosa-1(20),2(23),3,5,15(22),16,18(21)-heptaen-9-one O1C(CCCC1)N1C=2C=CC=3CCCCNC(OCC=C4C=CC(C(=N1)C2C3)=C4)=O